(S)-3-(4-chlorophenyl)-4-(5-(3,5-dimethylisoxazol-4-yl)-1-((trans)-4-deuteromethoxycyclohexyl)-1H-benzo[d]imidazol-2-yl)-1,3-oxazinane-2-one ClC1=CC=C(C=C1)N1C(OCC[C@H]1C1=NC2=C(N1[C@@H]1CC[C@H](CC1)OC[2H])C=CC(=C2)C=2C(=NOC2C)C)=O